6-((2-aminomethyl-3-fluoroallyl)oxy)-2-methyl-3,4-dihydroisoquinolin-1(2H)-one trifluoroacetate FC(C(=O)O)(F)F.NCC(COC=1C=C2CCN(C(C2=CC1)=O)C)=CF